C1(CC(C(CC1)C(C)C)CC(=O)O)C.C(C)(=O)O[C@H]1[C@@H](CC[C@H](C1)C)C(C)C [(1R,2S,5R)-5-methyl-2-propan-2-ylcyclohexyl] acetate (menthyl acetate)